(2,2,2-Trifluoroacetyl)ferrocene FC(C(=O)[C-]1C=CC=C1)(F)F.[CH-]1C=CC=C1.[Fe+2]